OC=1C(OC(C1C)C)=O 3-hydroxy-4,5-dimethyl-2(5H)-furanone